N-[(4-Fluorophenyl)-methyl]-4-methyl-6-[(3R)-3-methyl-morpholin-4-yl]-2-methylsulfanyl-pyridine-3-carboxylic acid amide FC1=CC=C(C=C1)CNC(=O)C=1C(=NC(=CC1C)N1[C@@H](COCC1)C)SC